3-(5-(4-((4-benzylpiperidin-1-yl)methyl)pyridin-2-yl)-1-oxoisoindolin-2-yl)piperidine-2,6-dione C(C1=CC=CC=C1)C1CCN(CC1)CC1=CC(=NC=C1)C=1C=C2CN(C(C2=CC1)=O)C1C(NC(CC1)=O)=O